N,N'-bis(β-hydroxyethyl)-N,N'-bis(4-aminophenyl)-tetramethylenediamine OCCN(CCCCN(C1=CC=C(C=C1)N)CCO)C1=CC=C(C=C1)N